CC(C)(C)[Si](C1=CC=CC=C1)(C2=CC=CC=C2)ON O-(tert-butyldiphenylsilyl)hydroxylamine